2-(4',5-di-tert-butyl-[1,1'-biphenyl]-3-yl-2,2',3',4,5',6,6'-d7)-4,4,5,5-tetramethyl-1,3,2-dioxaborolane C(C)(C)(C)C1=C(C(=C(C(=C1[2H])[2H])C=1C(=C(C(=C(C1[2H])C(C)(C)C)[2H])B1OC(C(O1)(C)C)(C)C)[2H])[2H])[2H]